7-methylimidazo[1,2-a]pyrimidine-2-carboxylic acid CC1=NC=2N(C=C1)C=C(N2)C(=O)O